sodium mevalonate salt C(C[C@@](O)(C)CCO)(=O)[O-].[Na+]